ClC1=NC=C(C#N)C(=C1)NC1CCC1 6-chloro-4-(cyclobutylamino)nicotinonitrile